FC1=C2C=CN(C2=C(C=C1)C(=O)NC1CC2(CCC2)C1)CC1=CC=C(C=C1)C1=C(C=CC=C1)OC (Sa)-6-(4-Fluoro-1-((2'-methoxy-[1,1'-biphenyl]-4-yl)methyl)-1H-indol-7-carboxamido)-spiro[3.3]heptan